N-(5-(tert-butyl)isoxazol-3-yl)acetamide C(C)(C)(C)C1=CC(=NO1)NC(C)=O